ClC1=CC(=C(N[C@H]2[C@H](CN(CC2)C(=O)OC(C)(C)C)C)C=C1)C tert-Butyl (3S,4R)-4-(4-chloro-2-methyl-anilino)-3-methyl-piperidine-1-carboxylate